CN1N=C(N=N1)[C@H](N1CCN(CC1)C(=O)C1=NC=CC(=C1)C=1OC2=C(N1)C=C(C=C2)N2C(CCC2)=O)C2=CC=CC=C2 (R)-1-(2-(2-(4-((2-methyl-2H-tetrazol-5-yl)(phenyl)methyl)piperazine-1-carbonyl)pyridin-4-yl)benzo[d]oxazol-5-yl)pyrrolidin-2-one